CN1C(=NN=C1)[C@@H](C1CC(C1)C#N)C1=CC(=CC=C1)N1C(C2=CC(=CC(=C2C1)C(F)(F)F)CNC1(CCC1)C)=O (1s,3s)-3-((R)-(4-methyl-4H-1,2,4-triazol-3-yl)(3-(6-(((1-methylcyclobutyl)amino)methyl)-1-oxo-4-(trifluoromethyl)isoindolin-2-yl)phenyl)methyl)cyclobutane-1-carbonitrile